N(=C=O)CCC1CCCCC1 isocyanatoethyl-cyclohexane